[Fe].[AlH3] Aluminium Hydride iron